ClC1=CC=C(C=C1)C1=NC(=NC(=C1)N1CCN(CC1)S(=O)(=O)C)C=1N=NNN1 4-(4-chlorophenyl)-6-(4-(methylsulfonyl)piperazin-1-yl)-2-(2H-tetrazol-5-yl)pyrimidine